1,3,5-tris(mercaptomethylthiothio)benzene SCSSC1=CC(=CC(=C1)SSCS)SSCS